Chlorozinc Cl[Zn]